N7-benzyl-2-butyl-N7,1-dimethyl-1H-imidazo[4,5-d]pyridazine-4,7-diamine C(C1=CC=CC=C1)N(C=1N=NC(=C2C1N(C(=N2)CCCC)C)N)C